ClC1=C(C(=O)O)C=CC(=C1)N1CCOCC1 2-chloro-4-morpholinobenzoic acid